O=C1N(CC2=CC=C(C=C12)O[C@@H]1CN(CC1)CC=1C=NC2=CC=CC=C2C1)C1C(NC(CC1)=O)=O 3-(1-Oxo-6-(((S)-1-(quinolin-3-ylmethyl)pyrrolidin-3-yl)oxy)isoindolin-2-yl)piperidine-2,6-dione